C1(CCCC1)N1C2=C(C(C3=CC(=C(C=C13)CC(C)O)F)=O)C1=CC3=C(C(N1C2)=O)COC([C@]3(O)CC)=O (4S)-11-cyclopentyl-4-ethyl-8-fluoro-4-hydroxy-9-(2-hydroxypropyl)-1,12-dihydro-14H-pyrano[3',4':6,7]indolizino[2,1-b]quinoline-3,6,14(4H,11H)-trione